2-(3,4-dichlorophenyl)-1-ethyl-6-methyl-5-(4-methyl-3-thienyl)-4-oxo-pyridine-3-carboxylic acid ClC=1C=C(C=CC1Cl)C=1N(C(=C(C(C1C(=O)O)=O)C1=CSC=C1C)C)CC